C(C)C1=CNC2=NC=C(C=C21)C=2C=C1N(N2)CCC12CN(C2)CC=2NC=CN2 2'-(3-ethyl-1H-pyrrolo[2,3-b]pyridin-5-yl)-1-[(1H-imidazol-2-yl)methyl]-5',6'-dihydrospiro[azetidine-3,4'-pyrrolo[1,2-b]pyrazole]